(Z)-neopentyl 2-(3-chloroquinoxalin-2(1H)-ylidene)-2-cyanoacetate ClC=1/C(/NC2=CC=CC=C2N1)=C(/C(=O)OCC(C)(C)C)\C#N